2,2-Bis(3'-chloro-4'-hydroxyphenyl)propane tert-butyl-1-methyl-4-((6-(1-methyl-1H-pyrazol-4-yl)pyrazolo[1,5-a]pyrazin-4-yl)oxy)-2-azabicyclo[2.1.1]hexane-2-carboxylate C(C)(C)(C)OC(=O)N1C2(CC(C1)(C2)OC=2C=1N(C=C(N2)C=2C=NN(C2)C)N=CC1)C.ClC=1C=C(C=CC1O)C(C)(C)C1=CC(=C(C=C1)O)Cl